3-(4-(3-Amino-1H-indazol-5-yl)-1H-pyrrolo[2,3-b]pyridin-2-yl)phenol NC1=NNC2=CC=C(C=C12)C1=C2C(=NC=C1)NC(=C2)C=2C=C(C=CC2)O